O1C(=NC=C1)C=1C(=C2C(=NC1)NC=C2)N[C@H]2C[C@H](CC2)O (1S,3R)-3-((5-(oxazol-2-yl)-1H-pyrrolo[2,3-b]pyridin-4-yl)amino)cyclopentan-1-ol